β-hydroxy-γ-Butyrolactone methacrylate C(C(=C)C)(=O)O.OC1CC(=O)OC1